C(C=C)NC(=S)NCC=C N,N'-diallylthiourea